CN(CCCNC)CCCNC N-Methyl-N,N-bis[3-(methylamino)propyl]amine